tert-butyl (3S)-3-(methylamino)-4-oxo-4-(1-piperidyl)butanoate CN[C@@H](CC(=O)OC(C)(C)C)C(N1CCCCC1)=O